1-({1-[(cyanoacetyl)amino]cyclopentyl}methoxy)-7-(prop-2-yloxy)isoquinoline-6-carboxamide C(#N)CC(=O)NC1(CCCC1)COC1=NC=CC2=CC(=C(C=C12)OC(C)C)C(=O)N